1-{2-[(2R,4S)-2-methyl-5-oxo-4-propyltetrahydro-2-furanyl]-2-oxoethyl}tetrahydro-3,6-pyridazinedione C[C@]1(OC([C@H](C1)CCC)=O)C(CN1NC(CCC1=O)=O)=O